ClC1=CN=CC(=N1)N (6-chloro-pyrazin-2-yl)-amine